C(C)N1C(NC2=C(C1=O)SC(=C2)CN2C(CN(CC2)C=2C=CC(=NC2F)C(=O)NC)=O)=O 5-(4-((3-ethyl-2,4-dioxo-1,2,3,4-tetrahydrothieno[3,2-d]pyrimidin-6-yl)methyl)-3-oxopiperazin-1-yl)-6-fluoro-N-methylpicolinamide